NN1C(=NC(=C1C(=O)OCC)C1=CC=C(C=C1)C(NC1=NC=CC(=C1)Br)=O)[C@H]1N(CCCC1)C(=O)OC(C)(C)C tert-butyl (S)-2-(1-amino-5-(ethoxycarbonyl)-4-(4-((4-bromopyridin-2-yl)carbamoyl)phenyl)-1H-imidazol-2-yl)piperidine-1-carboxylate